D-2-HYDROXYPENTANEDIOIC ACID O[C@@H](C(=O)O)CCC(=O)O